(3R)-3-[8-[4-[(4S)-4-[2-[3-amino-6-(3-fluoro-2-hydroxy-phenyl)pyridazin-4-yl]-4-pyridyl]-3,3-difluoro-1-piperidyl]cyclohexyl]-2,3-dihydro-1,4-benzoxazin-4-yl]piperidine-2,6-dione NC=1N=NC(=CC1C1=NC=CC(=C1)[C@H]1C(CN(CC1)C1CCC(CC1)C1=CC=CC=2N(CCOC21)[C@H]2C(NC(CC2)=O)=O)(F)F)C2=C(C(=CC=C2)F)O